(1R,4s)-N-((S)-1-(5-(2-methoxyquinolin-3-yl)-1,3,4-oxadiazol-2-yl)-7-oxononyl)-5'-oxo-5'H-spiro[cyclohexane-1,7'-furo[3,4-b]pyridine]-4-carboxamide COC1=NC2=CC=CC=C2C=C1C1=NN=C(O1)[C@@H](CCCCCC(CC)=O)NC(=O)C1CCC2(OC(C=3C2=NC=CC3)=O)CC1